(2R,5S)-4-(5-cyclopropyl-7-toluenesulfonyl-7H-pyrrolo[2,3-d]pyrimidin-4-yl)-2,5-dimethylpiperazine-1-carboxylic acid tert-butyl ester C(C)(C)(C)OC(=O)N1[C@@H](CN([C@H](C1)C)C=1C2=C(N=CN1)N(C=C2C2CC2)S(=O)(=O)CC2=CC=CC=C2)C